2-chloro-N-(5-(2-(((1r,4r)-4-(dimethylamino)cyclohexyl)amino)-8-ethylquinazolin-6-yl)-6-methoxypyridin-2-yl)benzenesulfonamide Inosine-5'-phosphate P(=O)(O)(O)OC[C@@H]1[C@H]([C@H]([C@@H](O1)N1C=NC=2C(O)=NC=NC12)O)O.ClC1=C(C=CC=C1)S(=O)(=O)NC1=NC(=C(C=C1)C=1C=C2C=NC(=NC2=C(C1)CC)NC1CCC(CC1)N(C)C)OC